vinyl (3,4-epoxycyclohexylmethyl) adipate C(CCCCC(=O)OCC1CC2C(CC1)O2)(=O)OC=C